(2S)-2-(2-bromoacetamido)-N-(2,6-dioxopiperidin-3-yl)-3-phenylpropanamide BrCC(=O)N[C@H](C(=O)NC1C(NC(CC1)=O)=O)CC1=CC=CC=C1